OC1CC(C)(C)C(=C(C1)C)\C=C\C(\C)=C\C=C\C(\C)=C\C=C\C=C(/C)\C=C\C=C(/C)\C=C\C1=C(C)CC(CC1(C)C)O 3,3'-dihydroxy-β-carotene